2-({[7-(4-hydroxypyridin-2-yl)-2-methoxynaphthalen-1-yl]amino}methyl)prop-2-enenitrile OC1=CC(=NC=C1)C1=CC=C2C=CC(=C(C2=C1)NCC(C#N)=C)OC